3-bromo-N-(4-(6-nitro-2-oxo-2H-chromen-4-ylamino)phenyl)benzamide BrC=1C=C(C(=O)NC2=CC=C(C=C2)NC2=CC(OC3=CC=C(C=C23)[N+](=O)[O-])=O)C=CC1